C12CNCC(CC1)N2CC2CCC1(CCN(CC1)C(=O)C=1C=CC(=C(C1)N1C(NC(CC1)=O)=O)Cl)CC2 1-(5-(9-((3,8-diazabicyclo[3.2.1]octane-8-yl)methyl)-3-azaspiro[5.5]undecane-3-carbonyl)-2-chlorophenyl)dihydropyrimidine-2,4(1h,3h)-dione